O1CCN(CC1)C1=CC=C(C=2C=CC=NC12)C(=O)O 8-morpholinoquinoline-5-carboxylic acid